C(C)[N+](CCCCC)(CC)CC triethylpentyl-ammonium